6-bromo-N2-(2,2-dimethoxy-ethyl)-N4-[1-(3-methanesulfonyl-2-methyl-phenyl)-ethyl]-quinazoline-2,4-diamine BrC=1C=C2C(=NC(=NC2=CC1)NCC(OC)OC)NC(C)C1=C(C(=CC=C1)S(=O)(=O)C)C